FC1=CC=C(CNC2=CC=CC3=NC4=CC=CC=C4N=C23)C=C1 1-(4'-fluorobenzylamino)phenazine